CC1=C(C(=CC=C1)C)N1C(N(C2=CC=C(C=C2C1=O)C(=O)C1=C(CCCC1=O)O)C)=O 3-(2,6-dimethylphenyl)-6-[(2-hydroxy-6-oxocyclohex-1-en-1-yl)carbonyl]-1-methylquinazoline-2,4(1H,3H)-dione